2-{6-[(3,3-Dimethylpiperidin-4-yl)(methyl)amino][1,3]thiazolo[4,5-c]pyridazin-3-yl}-5-(1H-pyrazol-4-yl)phenol-Dihydrochlorid Cl.Cl.CC1(CNCCC1N(C=1SC2=C(N=NC(=C2)C2=C(C=C(C=C2)C=2C=NNC2)O)N1)C)C